P(=O)(OC1=CC=CC=C1)(OC1=CC=CC=C1)OCC(CCCC)CC diphenyl (2-ethylhexyl) phosphate